N,N-dimethyl-2-aminoethanol CN(CCO)C